FC(C(C(S(=O)(=O)N)(F)F)(F)F)(S(=O)(=O)N)F.[Li] lithium 1,1,2,2,3,3-hexafluoropropane-1,3-disulfonamide